C1(=CC=CC=C1)S(=O)(=O)NC(=O)C=1C(=NC(=CC1)N1N=C(C=C1)OCC1[C@@H]2CC[C@@H](C1)C2)N2C(C[C@@H](C2)C)(C)C N-(Benzenesulfonyl)-6-[3-[[(1R,4R)-norbornan-2-yl]methoxyl]pyrazol-1-yl]-2-[(4S)-2,2,4-trimethylpyrrolidin-1-yl]pyridine-3-carboxamide